C(C)C=1N=C2N(C=C(C=C2)N2CCN(CC2)C(C(=O)N)=O)C1N(C)C=1SC=C(N1)C1=CC=C(C=C1)F 2-(4-(2-ethyl-3-((4-(4-fluorophenyl)thiazol-2-yl)(methyl)amino)imidazo[1,2-a]pyridin-6-yl)piperazin-1-yl)-2-oxoacetamide